4-(3-bromobenzyloxy)-9H-carbazole BrC=1C=C(COC2=CC=CC=3NC4=CC=CC=C4C23)C=CC1